O1C(OCC1)CCC1=CC=NC=C1 4-(2-(1,3-dioxolan-2-yl)ethyl)pyridine